5-(6-(difluoromethyl)-2-((3-hydroxypropyl)sulfonyl)pyrimidin-4-yl)-1-(3,4-dimethoxybenzyl)pyridin-2(1H)-one FC(C1=CC(=NC(=N1)S(=O)(=O)CCCO)C=1C=CC(N(C1)CC1=CC(=C(C=C1)OC)OC)=O)F